C1=CN=CC=C1NC(=O)CCl 2-chloro-N-(pyridin-4-yl)acetamide